1,2-bis(2,4,6-tribromophenoxy)ethane tert-butyl-N-tert-butoxycarbonyl-N-[5-[2-[2-methyl-5-[[4-(trifluoromethyl)pyridine-2-carbonyl]amino]phenyl]ethynyl]thiazol-2-yl]carbamate C(C)(C)(C)OC(N(C=1SC(=CN1)C#CC1=C(C=CC(=C1)NC(=O)C1=NC=CC(=C1)C(F)(F)F)C)C(=O)OC(C)(C)C)=O.BrC1=C(OCCOC2=C(C=C(C=C2Br)Br)Br)C(=CC(=C1)Br)Br